CN(C)C(=O)C(CC[NH+]1CCC(CC1)(C2=CC=C(C=C2)Cl)O)(C3=CC=CC=C3)C4=CC=CC=C4 The molecule is an organic cation obtained by protonation of the tertiary amino function of loperamide. It is an organic cation and an ammonium ion derivative. It is a conjugate acid of a loperamide.